2-isopropyl-N-(1-(5-methyloxazol-2-yl)-1H-indazol-6-yl)benzamide C(C)(C)C1=C(C(=O)NC2=CC=C3C=NN(C3=C2)C=2OC(=CN2)C)C=CC=C1